3,5-dioxa-4,4-dimethylheptadiene CC(OC=C)(OC=C)C